6-[3-(2,5-difluoroanilino)-7,8-dihydro-5H-1,6-naphthyridin-6-yl]-5-methyl-pyridine-3-carbonitrile FC1=C(NC=2C=NC=3CCN(CC3C2)C2=C(C=C(C=N2)C#N)C)C=C(C=C1)F